ClC=1C=CC=C2C=CC=C(C12)N1CC=2N=C(N=C(C2CC1)N1C[C@H]2C[C@H]([C@@H](C1)N2)O)OCCC(F)(F)F (1R,5R,6R)-3-(7-(8-chloronaphthalen-1-yl)-2-(3,3,3-trifluoropropoxy)-5,6,7,8-tetrahydropyrido[3,4-d]pyrimidin-4-yl)-3,8-diazabicyclo[3.2.1]octan-6-ol